ClC1=CC=C(C(=O)NC2=NC=CC(=N2)O)C=C1 2-(4-chlorobenzoylamino)-4-hydroxypyrimidine